tert-butyl 3-(5-bromo-4-methyl-pyrimidin-2-yl)isoxazole-5-carboxylate BrC=1C(=NC(=NC1)C1=NOC(=C1)C(=O)OC(C)(C)C)C